C(CCC(=O)OC(C)(C)C)(=O)OC(C)(C)C 1,4-di-tert-butyl butanedioate